((5-(5-cyanopyridin-3-yl)-2,3-dihydro-1H-inden-4-yl)carbamoyl)((5-methyl-4,5,6,7-Tetrahydrothieno[3,2-c]pyridin-2-yl)sulfonyl)amine sodium salt [Na].C(#N)C=1C=C(C=NC1)C=1C(=C2CCCC2=CC1)NC(=O)NS(=O)(=O)C1=CC=2CN(CCC2S1)C